N-[2-iodo-4-(methoxycarbonyl)phenyl]-3,5-dichlorobenzamide IC1=C(C=CC(=C1)C(=O)OC)NC(C1=CC(=CC(=C1)Cl)Cl)=O